ethyl 3-((1-((4aR,8aS)-3-oxooctahydro-2H-pyrido[4,3-b][1,4]oxazine-6-carbonyl)azetidin-3-yl)oxy)benzoate O=C1N[C@H]2[C@@H](OC1)CCN(C2)C(=O)N2CC(C2)OC=2C=C(C(=O)OCC)C=CC2